O1C[C@H](CC1)OC(N[C@@H](CC(C)C)C(=O)N[C@H](C(C(=O)NCC)O)CCC1=CC=CC=C1)=O ((1S)-1-((((1S)-3-ethylamino-2-hydroxy-3-oxo-1-(phenylethyl)propyl)amino)carbonyl)-3-methylbutyl)carbamic acid (3S)-tetrahydrofuran-3-yl ester